CC(CCCC(C)C)NC(=O)C1=NC(=CC=C1OC)NC=1C=NSC1 N-(1,5-dimethylhexyl)-6-(isothiazol-4-ylamino)-3-methoxy-pyridine-2-carboxamide